C1=NC=CC=2NC=3C=C(C=CC3C21)C=2C=CC(=NC2)OC2CC(C2)OC=2C=CC(=NC2)C#CCOCC(=O)N(C)C=2C=C1CN(C(C1=CC2)=O)C2C(NC(CC2)=O)=O 2-((3-(5-((1r,3r)-3-((5-(5H-pyrido[4,3-b]indol-7-yl)pyridin-2-yl)oxy)cyclobutoxy)pyridin-2-yl)prop-2-yn-1-yl)oxy)-N-(2-(2,6-dioxopiperidin-3-yl)-1-oxoisoindolin-5-yl)-N-methylacetamide